(S)-4-(2-fluoro-4-(3-oxo-5-phenyl-6,7-dihydro-3H-pyrrolo[2,1-c][1,2,4]triazol-2(5H)-yl)phenoxy)-5-methylthiazole-2-carboxamide FC1=C(OC=2N=C(SC2C)C(=O)N)C=CC(=C1)N1N=C2N(C1=O)[C@@H](CC2)C2=CC=CC=C2